ClC1=NC=NC(=C1C#N)NCC1CCCC1 4-chloro-6-(cyclopentylmethyl-amino)pyrimidine-5-carbonitrile